(R)-1-(4-(2-(4-((R)-2-acetoxy-3-(ethylsulfonyl)propoxy)-3-chlorophenyl)propan-2-yl)-2-chlorophenoxy)-3-chloropropan-2-yl acetate C(C)(=O)O[C@H](COC1=C(C=C(C=C1)C(C)(C)C1=CC(=C(C=C1)OC[C@H](CS(=O)(=O)CC)OC(C)=O)Cl)Cl)CCl